ClC=1C=CC2=C([C@@H](C[C@@H](O2)C(=O)NC2CCC(CC2)C(NCC2=NC=C(C=C2)C(F)(F)F)=O)O)C1 (2R,4R)-6-chloro-4-hydroxy-N-[(1r,4R)-4-({[5-(trifluoromethyl)pyridin-2-yl]methyl}carbamoyl)cyclohexyl]-3,4-dihydro-2H-1-benzopyran-2-carboxamide